2-((2S,3R,4R,5R)-2-((bis(4-methoxyphenyl)(phenyl)methoxy)methyl)-5-(2,4-dioxo-3,4-dihydropyrimidin-1(2H)-yl)-4-methoxytetrahydrofuran-3-yl)acetaldehyde COC1=CC=C(C=C1)C(OC[C@H]1O[C@H]([C@@H]([C@@H]1CC=O)OC)N1C(NC(C=C1)=O)=O)(C1=CC=CC=C1)C1=CC=C(C=C1)OC